piperidine-1-carboxylic acid hydrazide N1(CCCCC1)C(=O)NN